3-cyclopropoxy-4-(N-(3-cyclopropyl-5-(pyrrolidin-1-yl)benzyl)-2-(N-(2,4,6-trifluorobenzyl)-(2,3,4,5,6-pentafluoro-phenyl)sulfonamido)acetamido)benzoic acid C1(CC1)OC=1C=C(C(=O)O)C=CC1N(C(CN(S(=O)(=O)C1=C(C(=C(C(=C1F)F)F)F)F)CC1=C(C=C(C=C1F)F)F)=O)CC1=CC(=CC(=C1)N1CCCC1)C1CC1